ClC(C1=CC(=NN1CC)C(=O)OC)=NO Methyl 5-(chloro (hydroxyimino) methyl)-1-ethyl-1H-pyrazole-3-carboxylate